2-(4-cyclopropyl-6-methoxypyrimidin-5-yl)-8-({4-[1-methyl-4-(trifluoromethyl)imidazol-2-yl]phenyl}methyl)-6-(1-methylpiperidin-4-yl)pyrido[2,3-d]pyrimidin-7-one C1(CC1)C1=NC=NC(=C1C=1N=CC2=C(N1)N(C(C(=C2)C2CCN(CC2)C)=O)CC2=CC=C(C=C2)C=2N(C=C(N2)C(F)(F)F)C)OC